3-methyl 2-(2,2,2-trichloroethyl) 7-chloro-6-nitro-1,2,3,4-tetrahydroisoquinoline-2,3-dicarboxylate ClC1=C(C=C2CC(N(CC2=C1)C(=O)OCC(Cl)(Cl)Cl)C(=O)OC)[N+](=O)[O-]